COC(C(C(C)=O)C1=CC=C(C=C1)OCC1=CC=C(C=C1)OC)=O 2-(4-((4-methoxybenzyl)oxy)phenyl)-3-oxobutanoic acid methyl ester